C1(CC1)C=1SC(=CN1)C=1C=C(C=CC1)N(C(=O)[C@@H]1CC[C@H](CC1)NC(CO)=O)C[C@@H]1CC[C@H](CC1)C1=CC(=C(C=C1)OC)C trans-N-(3-(2-Cyclopropylthiazol-5-yl)phenyl)-4-(2-hydroxyacetamido)-N-((trans-4-(4-methoxy-3-methylphenyl)cyclohexyl)methyl)cyclohexanecarboxamide